4-{(2R,4R)-4-[2-(2,2-difluoro-2H-1,3-benzodioxol-5-yl)-2-methylpropanamido]-7-methoxy-3,4-dihydro-2H-1-benzopyran-2-yl}benzoic acid FC1(OC2=C(O1)C=CC(=C2)C(C(=O)N[C@@H]2C[C@@H](OC1=C2C=CC(=C1)OC)C1=CC=C(C(=O)O)C=C1)(C)C)F